COC1=C(C=CC=C1)C1=CC(=NC=C1C(=O)NC=1SC2=C(N1)CN(C2)C(=O)C2(COC2)C)C 4-(2-methoxyphenyl)-6-methyl-N-(5-(3-methyloxetane-3-carbonyl)-5,6-dihydro-4H-pyrrolo[3,4-d]thiazol-2-yl)nicotinamide